ClC=1C=C2C=CN=C(C2=CN1)NCC 6-chloro-N-ethyl-2,7-naphthyridin-1-amine